5,5'-(cyclopentane-1,1-diyl)bis(2-methylfuran) C1(CCCC1)(C1=CC=C(O1)C)C1=CC=C(O1)C